CN(C1CCN(CC1)C1CCN(CC1)C1=C(C=C(C(=C1)OC)NC1=NC=NC(=C1)N1OCC[C@@H]1C1=CC=C(C=C1)F)NC(C=C)=O)C N-(2-(4-(dimethylamino)-[1,4'-bipiperidine]-1'-yl)-5-((6-((R)-3-(4-fluorophenyl)isoxazolidine-2-yl)pyrimidine-4-yl)amino)-4-methoxyphenyl)acrylamide